N-(3-(2-aminoquinazolin-6-yl)-2,4-difluorophenyl)-2,5-dichlorobenzenesulfonamide NC1=NC2=CC=C(C=C2C=N1)C=1C(=C(C=CC1F)NS(=O)(=O)C1=C(C=CC(=C1)Cl)Cl)F